NC1=C(C=CC(=C1)C1=CC=C(C=C1)C1=CC=C(C=C1)C(=O)O)C1=CC=C(C=C1)C(=O)O 2'-amino-[1,1':4',1'':4'',1'''-quaterphenyl]-4,4'''-dicarboxylic acid